CC=1N(C(=CC1)C)CC=1N=NN(C1)[C@H](C(=O)N1[C@@H](C[C@H](C1)O)C(=O)NC)C(C)(C)C (2S,4r)-1-[(2S)-2-[4-[(2,5-dimethylpyrrol-1-yl)methyl]triazol-1-yl]-3,3-dimethyl-butyryl]-4-hydroxy-N-methyl-pyrrolidine-2-carboxamide